BrC1=CC(=C(C=C1)N1N=C2C=C(C=C(C2=C1)C1=CC=CC=C1)C(=O)N1[C@@H](C2=CC=CC=C2CC1)C)F (R)-(2-(4-bromo-2-fluorophenyl)-4-phenyl-2H-indazol-6-yl)(1-methyl-3,4-dihydroisoquinolin-2(1H)-yl)methanone